C(C1=CC=CC=C1)OC=1C=C2CCC(C(C2=CC1)(O)C1=CC=C(C=C1)N1CCC(CC1)C(OC)OC)=CC1CC1 6-(Benzyloxy)-2-(cyclopropylmethylene)-1-(4-(4-(dimethoxymethyl)piperidin-1-yl)phenyl)-1,2,3,4-tetrahydronaphthalen-1-ol